tert-Butyl ((2R)-1-((1-(6-((2-amino-2-oxo-1-phenylethyl)thio)-3,5-dicyano-4-ethyl pyridin-2-yl)piperidin-4-yl)amino)-3-hydroxy-1-oxopropan-2-yl)carbamate NC(C(C1=CC=CC=C1)SC1=C(C(=C(C(=N1)N1CCC(CC1)NC([C@@H](CO)NC(OC(C)(C)C)=O)=O)C#N)CC)C#N)=O